6-((R)-2-((3aR,5R,6aS)-5-(4-fluorophenoxy)-3a-hydroxycyclopenta[c]pyrrol-2(1H)-yl)-1-hydroxyethyl)-3,4-dihydroquinolin-2(1H)-one FC1=CC=C(OC2=C[C@]3(C(CN(C3)C[C@H](O)C=3C=C4CCC(NC4=CC3)=O)=C2)O)C=C1